1,4-bis[4-(3-aminophenoxy)-α,α-dimethylbenzyl]benzene NC=1C=C(OC2=CC=C(C(C)(C)C3=CC=C(C=C3)C(C3=CC=C(C=C3)OC3=CC(=CC=C3)N)(C)C)C=C2)C=CC1